[C-]1(C=CC=C1)CC(=O)N.[CH-]1C=CC=C1.[Fe+2] ferrocenylacetamide